N1=CC=NC=2C(=CC=CC12)C(=O)[O-] quinoxaline-5-carboxylate